2-((3,4-bis((4-fluorobenzyl)oxy)phenoxy)methyl)oxirane FC1=CC=C(COC=2C=C(OCC3OC3)C=CC2OCC2=CC=C(C=C2)F)C=C1